(4-(2-(2-cyclopropylphenyl)pyrrolidin-1-yl)cyclohexyl(methyl)amino)benzoic acid C1(CC1)C1=C(C=CC=C1)C1N(CCC1)C1CCC(CC1)N(C)C1=C(C(=O)O)C=CC=C1